CC1(O[C@]2([C@@H](O1)C[C@@H]1C([C@H]2C1)(C)C)CO)C ((3aS,4R,6R,7aS)-2,2,5,5-tetramethyltetrahydro-4,6-methanobenzo[d][1,3]dioxol-3a(4H)-yl)methanol